OCC=1N=CN(C1)C1CN(C1)C(=O)OC(C)(C)C tert-butyl 3-(4-(hydroxymethyl)-1H-imidazol-1-yl)azetidine-1-carboxylate